S1C=NC2=C1C(=CC=C2)S(=O)(=O)CCC(=O)N2CCN(CC2)C2=CC=C(C=C2)CO 3-(1,3-benzothiazole-7-sulfonyl)-1-{4-[4-(hydroxymethyl)phenyl]piperazin-1-yl}propan-1-one